1-(3-hydroxynaphthalen-2-yl)-2-(phenylsulfinyl)ethan-1-one tert-butyl-3-((5-amino-1-(difluoromethyl)-2-oxo-1,2-dihydropyridin-3-yl)oxy)azetidine-1-carboxylate C(C)(C)(C)OC(=O)N1CC(C1)OC=1C(N(C=C(C1)N)C(F)F)=O.OC=1C(=CC2=CC=CC=C2C1)C(CS(=O)C1=CC=CC=C1)=O